1-(4-(2-(5-bromopyridin-2-yl)propan-2-yl)thiazol-2-yl)-3-(3-fluoro-4-(piperazin-1-yl)benzyl)urea BrC=1C=CC(=NC1)C(C)(C)C=1N=C(SC1)NC(=O)NCC1=CC(=C(C=C1)N1CCNCC1)F